10-allyl-9(10H)-acridone C(C=C)N1C=2C=CC=CC2C(C2=CC=CC=C12)=O